NC1=NC=2C=CC(=CC2C2=C1C(=NN2)C)C(=O)OC methyl 4-amino-3-methyl-1H-pyrazolo[4,3-c]quinoline-8-carboxylate